CN(C1CC(C1)C(=O)OC)C=1C2=C(N=CN1)NC=C2 methyl (1s,3s)-3-(methyl(7H-pyrrolo[2,3-d]pyrimidin-4-yl)amino)cyclobutane-1-carboxylate